FC1=C(C=CC=C1OC)C1=CC=C(C=C1)C(=O)NC1=CC(=C(C=C1)O)NS(=O)(=O)C 2'-fluoro-N-(4-hydroxy-3-(methylsulfonylamino)phenyl)-3'-methoxy-[1,1'-biphenyl]-4-carboxamide